FCOC1(C(C=C(/C=C/C(=O)O)C=C1)O)O 4-fluoromethoxycaffeic acid